[Zn+2].C(C=C)(=O)[O-].C(C=C)(=O)[O-] diacrylate zinc